5-[(6-fluoropyridin-3-yl)carbonyl]-1-[(2-methyl-1,3-dioxolan-2-yl)methyl]pyrazole-4-carbonitrile FC1=CC=C(C=N1)C(=O)C1=C(C=NN1CC1(OCCO1)C)C#N